tetraisopropyl-piperidine C(C)(C)C1C(N(CCC1)C(C)C)(C(C)C)C(C)C